6-(1-Methyl-1H-pyrazol-4-yl)quinolin-2-amine CN1N=CC(=C1)C=1C=C2C=CC(=NC2=CC1)N